(R)-dimethyl((6-(2-methyl-1H-pyrrolo[2,3-b]pyridin-4-yl)-4-(3-methylmorpholino)pyridin-2-yl)imino)-λ6-sulfanone CS(=O)(=NC1=NC(=CC(=C1)N1[C@@H](COCC1)C)C1=C2C(=NC=C1)NC(=C2)C)C